methyl (S)-2-((7-chloro-2-(2-fluoro-4-((2-methoxyethyl)carbamoyl)phenyl)imidazo[1,2-a]pyridin-3-yl)methyl)morpholine-4-carboxylate ClC1=CC=2N(C=C1)C(=C(N2)C2=C(C=C(C=C2)C(NCCOC)=O)F)C[C@H]2CN(CCO2)C(=O)OC